6-[(R)-1-(2-Butynoyl)-3-(3-chloro-2-tolyl)-3-pyrrolidinylamino]-1-methyl-3,3-dimethyl-2-indolinone C(C#CC)(=O)N1C[C@@](CC1)(C1=C(C=CC=C1Cl)C)NC1=CC=C2C(C(N(C2=C1)C)=O)(C)C